ClCCCCCCCCCCCCl 1,11-Dichloro-undecan